ClC1=CC(=C(C=C1)C1=NOC(=C1C1=NC=CC=C1CO)C1=C(C=C(C=C1)F)F)F (alphaS)-[3-(4-chloro-2-fluorophenyl)-5-(2,4-difluorophenyl)-4-isoxazolyl]-3-pyridinemethanol